C(C)C(C(=O)O)CCCC 2-ethylhex-anoic acid